C(C=C)(=O)OCC1(COC1)CC 3-(acryloyloxymethyl)3-ethyl-oxetane